9-(1-(propylsulfonyl)piperidin-4-yl)-[1,2]oxaborinino[5,6-d]pyrrolo[2,3-b]pyridin-7(3H)-ol C(CC)S(=O)(=O)N1CCC(CC1)C1=CB(OC=2C1=C1C(=NC2)NC=C1)O